3-oxo-3,4-dihydro-2H-1,4-benzoxazine-6-sulfonamide O=C1COC2=C(N1)C=C(C=C2)S(=O)(=O)N